N-(1-(3,4-dichlorophenyl)-2-(dimethylamino)ethyl)-3-(trifluoromethyl)benzenesulfonamide ClC=1C=C(C=CC1Cl)C(CN(C)C)NS(=O)(=O)C1=CC(=CC=C1)C(F)(F)F